COC=1C=CC=2N(C1)C(=CN2)C#N 6-methoxyimidazo[1,2-a]pyridine-3-carbonitrile